[Ru](Cl)Cl.C(CCC)C(CCCC=1C=C(C(C(C=C2C(CCCC2)P(C2CCCCC2)C2CCCCC2)(C1)C1=C(C=C(C=C1C)C)C)=C1NCCN1)C1=C(C=C(C=C1C)C)C)CC 4-butyl-5-hexyl-1,3-bis(2,4,6-trimethylphenyl)-2-(imidazolidinylidene)(benzylidene)(tricyclohexylphosphine) ruthenium dichloride